FC(C1=C(C=NN1)C1=CC=C2C(N(C=NC2=C1)[C@H](C)C=1C=C(C(=O)NCC2CCOCC2)C=CC1)=O)F (R)-3-(1-(7-(5-(Difluoromethyl)-1H-pyrazol-4-yl)-4-oxoquinazolin-3(4H)-yl)ethyl)-N-((tetrahydro-2H-pyran-4-yl)methyl)benzamide